1,2-Di-n-Octanoyl-sn-glycero-3-phosphocholin C(CCCCCCC)(=O)OC[C@@H](OC(CCCCCCC)=O)COP(=O)([O-])OCC[N+](C)(C)C